Ethyl 1-[[2-chloro-5-(3,5-dimethyl-2,6-dioxo-4-thioxo-1,3,5-triazinan-1-yl)-4-fluoro-benzoyl]-methyl-amino]cyclopropanecarboxylate ClC1=C(C(=O)N(C2(CC2)C(=O)OCC)C)C=C(C(=C1)F)N1C(N(C(N(C1=O)C)=S)C)=O